methoxypropyl acetate (methoxy propyl acetate) COCCCCC(=O)O.C(C)(=O)OCCCOC